1-(3-Chloro-4-(difluoromethoxy)-2-fluorophenyl)-2,5-dimethyl-1H-pyrrole ClC=1C(=C(C=CC1OC(F)F)N1C(=CC=C1C)C)F